FC1(CC(C1)(C)CN1N=C(C(=C1C(=O)OCC)I)C(C)(C)O)F ethyl 1-((3,3-difluoro-1-methylcyclobutyl)methyl)-3-(2-hydroxypropan-2-yl)-4-iodo-1H-pyrazole-5-carboxylate